3-(cyclopropylmethoxy)phenol C1(CC1)COC=1C=C(C=CC1)O